C[Si](CC(C(=O)O)(C1=CC=CC=C1)C)(C1=CC=CC=C1)C 3-(dimethyl-(phenyl)silyl)-2-methyl-2-phenylpropionic acid